phenazinebehenic acid C1(=CC=CC2=NC3=CC=CC=C3N=C12)CCCCCCCCCCCCCCCCCCCCCC(=O)O